2-fluoro-6-[3-methoxypiperidin-1-yl]pyridin FC1=NC(=CC=C1)N1CC(CCC1)OC